[4-({4-[3-[3-tert-Butyl-l-p-tolyl-1H-pyrazol-5-yl]ureido]naphthalen-1-yloxy}methyl)pyridin-2-yl]-2-methoxyacetamide C(C)(C)(C)C=1C=C(C=CC1N1N=CC=C1NC(NC1=CC=C(C2=CC=CC=C12)OCC1=CC(=NC=C1)C(C(=O)N)OC)=O)C